C(C1=CC=CC=C1)OC=1C=C(C2=C(N=C(N=C2)S(=O)(=O)C)N1)C#C[Si](C(C)C)(C(C)C)C(C)C 7-(benzyloxy)-2-methanesulfonyl-5-[2-(triisopropylsilyl)ethynyl]pyrido[2,3-d]pyrimidine